3-amino-4-(6-(4-((5-chloro-3-fluoropyridin-2-yl)oxy)phenyl)-3-fluoropyridin-2-yl)butanoic acid trifluoroacetate salt FC(C(=O)O)(F)F.NC(CC(=O)O)CC1=NC(=CC=C1F)C1=CC=C(C=C1)OC1=NC=C(C=C1F)Cl